3-(3-(2-((3-(2-carboxy-2-(pyrrolidin-3-yl)ethyl)benzyl)(2-((3-(2-carboxy-2-(pyrrolidin-3-yl)ethyl)phenyl)selanyl)ethyl)amino)-2-oxoethyl)phenyl)-2-(pyrrolidin-3-yl)propanoic acid C(=O)(O)C(CC=1C=C(CN(C(CC=2C=C(C=CC2)CC(C(=O)O)C2CNCC2)=O)CC[Se]C2=CC(=CC=C2)CC(C2CNCC2)C(=O)O)C=CC1)C1CNCC1